(R)-(4-(4-chloropyrazolo[1,5-a]pyridin-2-yl)-6,7-dihydro-1H-imidazo[4,5-c]pyridin-5(4H)-yl)(5-(pyrimidin-2-yl)-1,3,4-oxadiazol-2-yl)methanone ClC=1C=2N(C=CC1)N=C(C2)[C@@H]2N(CCC1=C2N=CN1)C(=O)C=1OC(=NN1)C1=NC=CC=N1